CC=1C=CC=2N(N1)C(=C(N2)C2=CC(=NC=C2)C)C(=O)N[C@@H]2C(NC1=C(C(=N2)C2=CC=CC=C2)C=CC=C1)=O 6-Methyl-2-(2-methylpyridin-4-yl)-N-[(3S)-2-oxo-5-phenyl-1,3-dihydro-1,4-benzodiazepine-3-Yl]imidazo[1,2-b]pyridazine-3-carboxamide